2-methyl-1,3-benzothiazole-6-sulfonyl chloride CC=1SC2=C(N1)C=CC(=C2)S(=O)(=O)Cl